FC1(CCCCC1)CN[C@H]1[C@@H](C1)C1=CC=CC=C1 ((1-Fluorocyclohexyl)methyl)-trans-2-phenylcyclopropylamine